O=C1N(C(C2=CC=CC=C12)=O)O[C@@H]1C[C@H](C1)NC(OC(C)(C)C)=O trans-tert-butyl N-[3-(1,3-dioxoisoindolin-2-yl)oxycyclobutyl]carbamate